1,1,1,3,3,3-hexafluoropropan-2-yl 1-(4-(2-morpholinoethoxy) benzyl)-1,8-diazaspiro[4.5]decane-8-carboxylate O1CCN(CC1)CCOC1=CC=C(CN2CCCC23CCN(CC3)C(=O)OC(C(F)(F)F)C(F)(F)F)C=C1